C1(CCC1)C1=CC(=C(C(=O)N2CCC(CC2)C2=CC=C(C#N)C=C2)C=C1C1=NN=C(N1)CCOC)C 4-(1-(4-cyclobutyl-5-(5-(2-methoxyethyl)-4H-1,2,4-triazol-3-yl)-2-methylbenzoyl)piperidin-4-yl)benzonitrile